ClC1=C(OCCCC(=O)Cl)C=CC(=C1)Cl 4-(2,4-dichlorophenoxy)butanoyl chloride